S(=O)(=O)(O)OS(=O)(=O)O.C(C(C)C)N(CCCN1CCN(CC1)CCCNC1=NC2=C(N1)C=CC=C2)CC(C)C N-(3-(4-(3-(Diisobutylamino)propyl)piperazin-1-yl)propyl)-1H-benzo(d)imidazol-2-amine disulphate salt